6-(2-chloro-5,6,7,8-tetrahydroquinolin-5-yl)-2-oxa-6-azaspiro[3.3]heptane ClC1=NC=2CCCC(C2C=C1)N1CC2(COC2)C1